1,2,3,4-butanetetracarboxylic acid tetra(4-isopropylcyclohexylamide) C(C)(C)C1CCC(CC1)NC(=O)CC(C(CC(=O)NC1CCC(CC1)C(C)C)C(=O)NC1CCC(CC1)C(C)C)C(=O)NC1CCC(CC1)C(C)C